[N+](=O)([O-])/C=C/C1=COC=C1 (E)-3-(2-nitrovinyl)furan